N(N=C1SC2=C(N1CC)C=CC(=C2)S(=O)(=O)O)=C2SC1=C(N2CC)C=CC(=C1)S(=O)(=O)O 2,2'-azinobis(3-ethylbenzothiazolin-6-sulfonic acid)